OC1=C(C(=O)[O-])C=CC=C1C.[Cu+] copper (I) 2-hydroxy-3-methylbenzoate